C(C)(C)(C)OC(=O)N1C[C@H]([C@@H](C1)C)C=1NC(C=2N(C1)C(=NC2Br)C=2CCOCC2)=O trans-3-[1-bromo-3-(3,6-dihydro-2H-pyran-4-yl)-8-oxo-7,8-dihydro-imidazo[1,5-a]pyrazin-6-yl]-4-methyl-pyrrolidine-1-carboxylic acid tert-butyl ester